C[C@H]1[C@@H]([C@H]([C@@H]([C@@H](O1)O[C@H]2CC[C@@]3([C@H]4CC[C@@]5([C@H](CC[C@@]5([C@]46[C@@H](O6)C[C@@H]3C2)O)C7=CC(=O)OC7)C)C)OC(=O)C)OC)O The molecule is a cardenolide glycoside that is tanghinigenin attached to a 2-O-acetyl-6-deoxy-3-O-methyl-alpha-L-glucopyranosyl residue at position 3 via a glycosidc linkage. Isolated from Cerbera manghas, it exhibits cytotoxic activities against oral human epidermoid carcinoma (KB), human breast cancer cell (BC) and human small cells lung cancer. It has a role as a metabolite and an antineoplastic agent. It is a cardenolide glycoside, an acetate ester, a monosaccharide derivative, a tertiary alcohol and an epoxide. It derives from a tanghinigenin.